BrC1=CC=CC(=N1)C1=CC(=NN1)NC1=C(C=C(C=C1)O)CC 4-((5-(6-bromopyridin-2-yl)-1H-pyrazol-3-yl)amino)-3-ethylphenol